ClC1=CC=C2C(=CNC2=C1F)C=C1NC(N(C1=O)C=1C(=C(C#N)C(=CC1)F)F)=O (4-((6-chloro-7-fluoro-1H-indol-3-yl)methylene)-2,5-dioxoimidazolidin-1-yl)-2,6-difluorobenzonitrile